2-(3-tert-butyl-2-hydroxy-5-methoxyphenyl)-2H-benzotriazole-5-carboxylic acid-2-ethylhexyl ester C(C)C(COC(=O)C1=CC=2C(=NN(N2)C2=C(C(=CC(=C2)OC)C(C)(C)C)O)C=C1)CCCC